hydroxyethylamino-3-nitrobenzene OCCNC1=CC(=CC=C1)[N+](=O)[O-]